(3R)-3-[(1S)-2-tert-butoxy-1-[(3-formyl-5-methyl-phenyl)methyl]-2-oxoethyl]pyrrolidine-1-carboxylic acid tert-butyl ester C(C)(C)(C)OC(=O)N1C[C@H](CC1)[C@@H](C(=O)OC(C)(C)C)CC1=CC(=CC(=C1)C)C=O